ClC1=CC=C(C=C1)C=1C(=NC=NC1C=1C=NN(C1)CC1=C(C=C(C=C1)F)F)N 5-(p-Chlorophenyl)-6-{1-[(2,4-difluorophenyl)methyl]-1H-pyrazol-4-yl}-4-pyrimidinylamine